2-(2,2,2-trifluoroethoxy)quinazoline FC(COC1=NC2=CC=CC=C2C=N1)(F)F